S1C(=NC2=C1C=CC=C2)C2=CC=1C(=C3C(CCN4C3=C(C1)C(CC4)(C)C)(C)C)OC2 10-(benzo[d]thiazol-2-yl)-1,1,7,7-tetramethyl-2,3,6,7-tetrahydro-1H-pyrano[2,3-f]pyrido[3,2,1-ij]quinolin